COC(OC)OC 1,1,1-trimethoxymethane